(E)-N-(4-(1-(6-(4-(4-(6-(2-(2,6-dioxopiperidin-3-yl)-1,3-dioxoisoindolin-4-yl)hexyl)piperazin-1-yl)piperidin-1-yl)pyridazine-3-carbonyl)piperidin-4-yl)butyl)-3-(pyridin-3-yl)acrylamide O=C1NC(CCC1N1C(C2=CC=CC(=C2C1=O)CCCCCCN1CCN(CC1)C1CCN(CC1)C1=CC=C(N=N1)C(=O)N1CCC(CC1)CCCCNC(\C=C\C=1C=NC=CC1)=O)=O)=O